2,6-dichloro-4-fluoro-N-hydroxyiminobenzoyl chloride ClC1C(C(=O)Cl)=C(C=C(C1=NO)F)Cl